methyl (3-((1-((1R,3S)-3-fluorocyclopentyl)-3-methyl-2-oxo-2,3-dihydro-1H-imidazo[4,5-c]pyridin-6-yl)amino)-5-(1-methyl-1H-pyrazol-4-yl)phenyl)carbamate F[C@@H]1C[C@@H](CC1)N1C(N(C=2C=NC(=CC21)NC=2C=C(C=C(C2)C=2C=NN(C2)C)NC(OC)=O)C)=O